tert-butyl 4-(3-(4-(difluoromethyl)phenyl)-4-isopropyl-1H-pyrazol-1-yl)piperidine-1-carboxylate FC(C1=CC=C(C=C1)C1=NN(C=C1C(C)C)C1CCN(CC1)C(=O)OC(C)(C)C)F